C(C)OC(=O)C1CCC(CC1)OC1=NC(=NC=C1)N 4-((2-aminopyrimidin-4-yl)oxy)cyclohexane-1-carboxylic acid ethyl ester